p-chlorobenzylglycine sodium salt [Na+].ClC1=CC=C(CNCC(=O)[O-])C=C1